(5-fluoro-2-(6-(2-fluoro-5-((4-oxo-3,4-dihydro-phthalazin-1-yl) methyl) benzoylamino) caproamido) phenyl) carbamate C(N)(OC1=C(C=CC(=C1)F)NC(CCCCCNC(C1=C(C=CC(=C1)CC1=NNC(C2=CC=CC=C12)=O)F)=O)=O)=O